ClC1=CC(=C(C=C1)C1=CC=C(C=C1)C1CN(C1)C(=O)OC(C)(C)C)S(=O)(=O)C Tert-Butyl 3-[4-(4-chloro-2-methylsulfonyl-phenyl)phenyl]azetidine-1-carboxylate